C1(=CC=C(C=C1)S([O-])C1=CC=C(C=C1)Cl)C S-(p-tolyl)-4-chlorobenzenesulfenate